3-amino-6-(5-(5,5-dimethyl-5,6-dihydro-4H-pyrrolo[1,2-b]pyrazol-3-yl)-2-fluorophenyl)-N-((3R,4R)-4-hydroxypiperidine-3-yl)pyrazine-2-carboxamide NC=1C(=NC(=CN1)C1=C(C=CC(=C1)C1=C2N(N=C1)CC(C2)(C)C)F)C(=O)N[C@@H]2CNCC[C@H]2O